2-chloro-6-oxo-4,6-dihydrospiro[cyclopenta[d]thiazole-5,4'-piperidine]-1'-carboxylic acid tert-butyl ester C(C)(C)(C)OC(=O)N1CCC2(CC1)C(C1=C(N=C(S1)Cl)C2)=O